1-(2-chloro-6-nitrophenyl)-4,4-difluoropiperidine ClC1=C(C(=CC=C1)[N+](=O)[O-])N1CCC(CC1)(F)F